COC=1N=CC(=NC1)CN1C2CN(CC1C2)C2=CC=C(C=N2)C2=NC1=CC=CC=C1C(=N2)NC2=NNC(=C2)C 2-(6-(6-((5-methoxypyrazin-2-yl)methyl)-3,6-diazabicyclo[3.1.1]heptan-3-yl)pyridin-3-yl)-N-(5-methyl-1H-pyrazol-3-yl)quinazolin-4-amine